tert-butyl N-[[4-[2-(2-amino-3-pyridyl)-5-phenyl-imidazo[4,5-b]pyridin-3-yl]phenyl]methyl]carbamate NC1=NC=CC=C1C1=NC=2C(=NC(=CC2)C2=CC=CC=C2)N1C1=CC=C(C=C1)CNC(OC(C)(C)C)=O